CC1(OC(C(C(O1)=O)C(C(CC1=CC=CC=C1)NC(OC(C)(C)C)=O)=O)=O)C Tert-butyl (1-(2,2-dimethyl-4,6-dioxo-1,3-dioxan-5-yl)-1-oxo-3-phenylpropan-2-yl)carbamate